FC1=C(C=CC=C1F)[C@@H]1N(OCC1)C1=CC(=NC=N1)NC1=C(C=C(C=C1)N1CC(C1)N1CCN(CC1)C)OC (R)-6-(3-(2,3-difluorophenyl)isoxazolidin-2-yl)-N-(2-methoxy-4-(3-(4-methylpiperazin-1-yl)azetidin-1-yl)phenyl)pyrimidin-4-amine